2-((2-(4-cyano-phenyl)propyl)-amino)-N-(5-((S)-3-methoxy-pyrrolidin-1-yl)-pyridin-2-yl)-2-phenylacetamide C(#N)C1=CC=C(C=C1)C(CNC(C(=O)NC1=NC=C(C=C1)N1C[C@H](CC1)OC)C1=CC=CC=C1)C